C(C)C(CO)(CCC)O 2-Ethylpentan-1,2-diol